C(#N)C=1C=CC(=C2C=CC=NC12)OC1C(C(C1(C)C)NC(C1=CC(=C(C(=C1)F)N1CCC(CC1)C=O)F)=O)(C)C N-((1r,3r)-3-((8-Cyanoquinolin-5-yl)oxy)-2,2,4,4-tetramethylcyclobutyl)-3,5-difluoro-4-(4-formylpiperidin-1-yl)benzamide